1-phenylguanidine C1(=CC=CC=C1)NC(=N)N